(3-triethoxysilylpropylamino)-1,3,5-triazine C(C)O[Si](CCCNC1=NC=NC=N1)(OCC)OCC